[1-[(tert-butoxy)(hydroxy)methyl]piperidin-4-yl](methoxy)methanol C(C)(C)(C)OC(N1CCC(CC1)C(O)OC)O